C1=NC=CC=2N1C=CC2 pyrrolo[1,2-c]pyrimidine